butyl 3-fluoro-4-hydroxy-3,4-dimethylpiperidine-1-carboxylate FC1(CN(CCC1(C)O)C(=O)OCCCC)C